SN(CC(=O)NCC(=O)NCC(=O)O)C(C)=O mercapto-acetylglycylglycylglycine